FC(OC1CC(NC1)C(=O)O)F 4-(difluoromethoxy)pyrrolidine-2-carboxylic acid